1-(5-bromopyridin-2-yl)-2-(2,4-difluorophenyl)-1,1-difluoro-3-(1H-tetrazol-1-yl)propan-2-ol methyl-1-(2,6-dichloropyridin-4-yl)-3-methylcyclobutane-1-carboxylate CC1C(CC1C)(C(=O)OC(C(F)(F)C1=NC=C(C=C1)Br)(CN1N=NN=C1)C1=C(C=C(C=C1)F)F)C1=CC(=NC(=C1)Cl)Cl